N(=C=O)CC1=CC(=C(C=C1)OC)OC 4-(isocyanatomethyl)-1,2-dimethoxybenzene